C[SiH](C1C(=C(C(=C1C)C)C)C)C dimethyl(2,3,4,5-tetramethylcyclopenta-2,4-dien-1-yl)silane